6-(6-(4-(2-(2,4-dioxotetrahydropyrimidin-1(2H)-yl)benzyl)piperazin-1-yl)pyridin-3-yl)-1-isopropyl-N-((6-methyl-2-oxo-4-propyl-1,2-dihydropyridin-3-yl)methyl)-1H-indazole-4-carboxamide O=C1N(CCC(N1)=O)C1=C(CN2CCN(CC2)C2=CC=C(C=N2)C=2C=C(C=3C=NN(C3C2)C(C)C)C(=O)NCC=2C(NC(=CC2CCC)C)=O)C=CC=C1